N-[3-(3-amino-2-chloro-phenyl)-2-methyl-phenyl]-4-(4-hydroxy-1-piperidyl)-4,5,6,7-tetrahydropyrazolo[1,5-a]pyridine-2-carboxamide NC=1C(=C(C=CC1)C=1C(=C(C=CC1)NC(=O)C1=NN2C(C(CCC2)N2CCC(CC2)O)=C1)C)Cl